COC1=C(C(=CC(=C1)C)C)C1=CN=C(N=N1)SC 6-(2-methoxy-4,6-dimethyl-phenyl)-3-methylsulfanyl-1,2,4-triazine